C(=O)(OC(C)(C)C)N1[C@H](CCC1)C(=O)O boc-D-proline